C1(=CC=CC=C1)C1CCC(CC1)C=O 4-R-phenylcyclohexyl-formaldehyde